NC1CCOC1 CIS-4-AMINOTETRAHYDROFURAN